iron manganous phosphate trihydrate O.O.O.P(=O)([O-])([O-])[O-].[Mn+2].[Fe+]